Benzyl 2-(3-bromophenyl)-4-((1-((tert-butyldimethylsilyl)oxy)-2-methylpropan-2-yl)oxy)-2-methylbutanoate BrC=1C=C(C=CC1)C(C(=O)OCC1=CC=CC=C1)(CCOC(CO[Si](C)(C)C(C)(C)C)(C)C)C